FC1=C(C=CC=C1)C1=CC=C(C=C1)CCCC(=O)NC=1SC=CN1 4-(2'-fluoro-[1,1'-biphenyl]-4-yl)-N-(thiazol-2-yl)butanamide